ClC1=C(C(=O)NC(C(=O)O)CCN(CC(F)(F)F)CCCCC2=NC=3NCCCC3C=C2)C=CC=C1F 2-[(2-chloro-3-fluoro-benzoyl)amino]-4-[4-(5,6,7,8-tetrahydro-1,8-naphthyridin-2-yl)butyl-(2,2,2-trifluoroethyl)amino]butanoic acid